C(C)OC(=O)C1=C(N=CN1C(C)C1=CC(=CC=C1)O)F 4-fluoro-1-[1-(3-hydroxyphenyl)ethyl]-1H-imidazole-5-carboxylic acid ethyl ester